6-(benzyloxy)-1-(5-(4-(dimethoxymethyl)piperidin-1-yl)pyridin-2-yl)-4,4-difluoro-1,2,3,4-tetrahydronaphthalen-1-ol C(C1=CC=CC=C1)OC=1C=C2C(CCC(C2=CC1)(O)C1=NC=C(C=C1)N1CCC(CC1)C(OC)OC)(F)F